BrC1OCC2(C3=CC=CC=C13)CC2 bromospiro[cyclopropane-1,4'-isochromane]